5-(imidazo[1,2-a]pyridin-6-yl)-N-isobutyl-7H-pyrrolo[2,3-d]pyrimidin-2-amine N=1C=CN2C1C=CC(=C2)C2=CNC=1N=C(N=CC12)NCC(C)C